3-(3-(cyclobutylmethyl)-6-(3,5-dimethylisoxazol-4-yl)-1H-pyrrolo[3,2-b]pyridin-1-yl)-4-methoxybenzoic acid C1(CCC1)CC1=CN(C=2C1=NC=C(C2)C=2C(=NOC2C)C)C=2C=C(C(=O)O)C=CC2OC